C(=O)(O)C(C(=O)O)C(C)C(C1=CC(=C(C=C1)Cl)[N+](=O)[O-])=O 2-carboxyl-3-(3-nitro-4-chlorobenzoyl)-butyric acid